C(=C)C#CCCC vinyl-pentyne